C(CCCCCC)C1OC2=CC(=CC=C2C(C1)NCC1=CC(=CC=C1)F)OC 2-heptyl-4-(3-fluorobenzylamino)-7-methoxychroman